ClC1=NC=2N(C(=C1)N[C@H](C)C1=C(C=C(C=C1)Cl)F)N=CN2 (R)-5-chloro-N-(1-(4-chloro-2-fluorophenyl)ethyl)-[1,2,4]triazolo[1,5-a]pyrimidin-7-amine